ClC1=NC=C(C(=N1)NC=1C=C(C(=O)OCC)C=CC1)C ethyl 3-((2-chloro-5-methylpyrimidin-4-yl)amino)benzoate